C(C)(=O)OC=1C=C2CC(COC2=CC1)C=1N(C=C(N1)Br)COCC[Si](C)(C)C [3-[4-bromo-1-(2-trimethylsilylethoxymethyl) imidazol-2-yl] chroman-6-yl] acetate